(4R)-2-{[(2S)-1,4-Dioxan-2-yl]methyl}-4-methyl-N-[(1,3-thiazol-2-yl)methyl]-8-(trifluoromethyl)-4,5-dihydro-2H-furo[2,3-g]indazol-7-carboxamid O1[C@H](COCC1)CN1N=C2C3=C(C[C@H](C2=C1)C)OC(=C3C(F)(F)F)C(=O)NCC=3SC=CN3